2-(5,6-difluoro-1H-indazol-3-yl)-1,5-naphthyridine FC=1C=C2C(=NNC2=CC1F)C1=NC2=CC=CN=C2C=C1